4-p-toluenesulfonyl-3,4-dihydro-2H-benzo[b][1,4]thiazine-1-oxide CC1=CC=C(C=C1)S(=O)(=O)N1C2=C(S(CC1)=O)C=CC=C2